C1N(CC12CCOCC2)CC=2C=CC(=NC2OC)C=2C(=C(C=CC2)C2=C(C(=NC=C2)C2=CC(=C(CN1CC3(C1)CCOCC3)C=C2)OC)Cl)Cl 2-(4-(4-(3-(5-((7-oxa-2-azaspiro[3.5]nonan-2-yl)methyl)-6-methoxypyridin-2-yl)-2-chlorophenyl)-3-chloropyridin-2-yl)-2-methoxybenzyl)-7-oxa-2-azaspiro[3.5]nonane